1-(4-fluoro-2-methoxyphenyl)-2-oxo-N-(4-phenoxyphenyl)-1,2-dihydropyridine-3-carboxamide FC1=CC(=C(C=C1)N1C(C(=CC=C1)C(=O)NC1=CC=C(C=C1)OC1=CC=CC=C1)=O)OC